C1(=CC=CC=C1)C(C)NC1=NC=NC2=CC=C(C=C12)C=1C=C(C(=NC1)C(F)(F)F)NS(=O)(=O)C N-(5-(4-((1-phenyl-ethyl)amino)quinazolin-6-yl)-2-(trifluoro-methyl)pyridin-3-yl)-methanesulfonamide